boron-boron pyrrole N1C=CC=C1.[B].[B]